(R)-pyrrolidine-1,3-dicarboxylate N1(C[C@@H](CC1)C(=O)[O-])C(=O)[O-]